FC(OC1=CC=C(C=C1)N1CCN(CCC1)C1CC(OCC1)=O)(F)F 4-{4-[4-(trifluoromethoxy)phenyl]-1,4-diazepan-1-yl}oxan-2-one